(S)-2-amino-pent-4-enoic acid N[C@H](C(=O)O)CC=C